4,4-dimethyl-oxolane-2-carboxamide CC1(CC(OC1)C(=O)N)C